7-methoxy-N-(4-methoxybenzyl)-4-(1-(methyl-d3)-5-phenyl-1H-pyrazol-4-yl)pyrido[3,2-d]pyrimidin-6-amine COC1=CC=2N=CN=C(C2N=C1NCC1=CC=C(C=C1)OC)C=1C=NN(C1C1=CC=CC=C1)C([2H])([2H])[2H]